(5-methylcyclohexane-1,3-diyl)bis(methylene)dicyclohexane CC1CC(CC(C1)CC1CCCCC1)CC1CCCCC1